benzyl-6,7-dimethoxy-2H-spiro[isoquinoline-1,4'-piperidine]-3(4H)-one C(C1=CC=CC=C1)N1CCC2(CC1)NC(CC1=CC(=C(C=C12)OC)OC)=O